C1(CC1)CN1C(=NC2=C1C=C(C=C2)OCC(C)(C)O)NC(OC(C)(C)C)=O tert-Butyl (1-(cyclopropylmethyl)-6-(2-hydroxy-2-methylpropoxy)-1H-benzo[d]imidazol-2-yl)carbamate